C(CCC)C1=CC=C(CC2=NC(=NO2)CC(C(=O)O)=C)C=C1 2-((5-(4-butylbenzyl)-1,2,4-oxadiazol-3-yl)methyl)acrylic acid